[Mg+2].NCCS(=O)(=O)[O-].NCCS(=O)(=O)[O-] taurine magnesium salt